2-(pyridin-3-ylcarbamoyl)pyrrolidine-1-carboxylic acid tert-butyl ester C(C)(C)(C)OC(=O)N1C(CCC1)C(NC=1C=NC=CC1)=O